(1-(isopentyloxy)prop-1-en-2-yl)benzene C(CC(C)C)OC=C(C)C1=CC=CC=C1